CN1N=CC=2C=3N=C(C=C(C(/N=C/4\NC=5C=CC(=CC5N4C[C@@H](CCCC12)C)N1CCN(CC1)C)=O)C3)C (10R,20E)-5,10,25-trimethyl-15-(4-methylpiperazin-1-yl)-4,5,12,19,21,26-hexazapentacyclo[21.3.1.02,6.012,20.013,18]heptacosa-1(27),2(6),3,13(18),14,16,20,23,25-nonaen-22-one